O1CC(C1)N1N=C(C=C1)N 1-(Oxetan-3-yl)-1H-pyrazol-3-amine